CC1=CC=C(C=C1)S(=O)(=O)O (S)-4-toluenesulfonic acid